7-((S)-4-acryloyl-2-(azetidin-1-ylmethyl)piperazin-1-yl)-9-chloro-10-(2,4-difluorophenyl)-2,3-dihydro-5H-[1,4]thiazino[2,3,4-ij]quinazolin-5-one C(C=C)(=O)N1C[C@@H](N(CC1)C1=NC(N2C3=C(C(=C(C=C13)Cl)C1=C(C=C(C=C1)F)F)SCC2)=O)CN2CCC2